C1=CC=C(C(=C1)COC2C(C(C(C(O2)CO)O)O)O)O p-cyanotoluene